2-(adamantan-1-yl)-N-(1-oxo-4-phenyl-5,6,7,8-tetrahydrophthalazin-2(1H)-yl)acetamide C12(CC3CC(CC(C1)C3)C2)CC(=O)NN2C(C=3CCCCC3C(=N2)C2=CC=CC=C2)=O